(S)-o-chlorobenzoylglycine ClC1=C(C(=O)NCC(=O)O)C=CC=C1